FC1=C(COC=2C(C=C(OC2)CN2CC3=CC=CC=C3C2)=O)C=CC(=C1)S(=O)(=O)C 5-((2-fluoro-4-(methylsulfonyl)benzyl)oxy)-2-(isoindolin-2-ylmethyl)-4H-pyran-4-one